Cl.ClC1=C2CCN[C@@H](C2=C(C=C1)O)CN1C(COCC1)=O (S)-4-((5-chloro-8-hydroxy-1,2,3,4-tetrahydroisoquinolin-1-yl)methyl)-morpholin-3-one hydrochloride